FC=1C=C(C(=O)NCC23CCC(CC2)(CC3)N3N=C2C=CC(=CC2=C3)C(F)(F)F)C=C(C1O)F 3,5-difluoro-4-hydroxy-N-({4-[5-(trifluoromethyl)-2H-indazol-2-yl]bicyclo[2.2.2]octan-1-yl}methyl)benzamide